O1CC(C1)C1=NC=CC2=C1OC1C2CC(C1C1=CC=CC=C1)C(=O)N (oxetan-3-yl)-7-phenyl-4b,6,7,7a-tetrahydro-5H-cyclopenta[4,5]furo[2,3-c]pyridine-6-carboxamide